fluoro-4-(5-fluoropyrimidin-2-yl)phenol FC1=C(C=CC(=C1)C1=NC=C(C=N1)F)O